CC(C)C1=CC=2C(N=C1)=NNC2 5-(propan-2-yl)-2H-pyrazolo[3,4-b]pyridin